CC1=CC=CC(=N1)C1=NC=CC=C1 6-methyl-2,2'-bipyridyl